[N-](S(=O)(=O)C(F)(F)F)S(=O)(=O)C(F)(F)F.ON1C=[N+](C=C1)O 1,3-Dihydroxyimidazolium bis(trifluoromethylsulfonyl)imide